FC(OC=1C(=NC(=CC1)N1C=NC2=C1C=C(C=C2)NC=2N=NC(=CC2)C)N2N=C(C=C2C)C#N)F 1-[3-(difluoromethoxy)-6-[6-[(6-methylpyridazin-3-yl)amino]benzimidazol-1-yl]-2-pyridyl]-5-methyl-pyrazole-3-carbonitrile